methyl 4-(6-methoxy-1-((2-(trimethylsilyl)ethoxy)methyl)-1H-indazol-5-yl)-6-methylnicotinate COC1=C(C=C2C=NN(C2=C1)COCC[Si](C)(C)C)C1=CC(=NC=C1C(=O)OC)C